N1=CC(=CC2=CC=CC=C12)COC1=CC=CC=N1 6-(quinolin-3-ylmethoxy)pyridine